N1(C[C@H](NCC1)C(=O)OCC)C(=O)OC(C)(C)C 1-(tert-butyl) 3-ethyl (S)-piperazine-1,3-dicarboxylate